1-(5-[(5-chlorothiophen-2-yl)methyl]amino-3-(oxolan-2-yl)-1H-pyrazol-1-yl)-2,2-dimethylpropan-1-one ClC1=CC=C(S1)CNC1=CC(=NN1C(C(C)(C)C)=O)C1OCCC1